ClC=1C=C(C=CC1C=1SC=C(C1)C1=CC(=NC=C1)C1OCCC1)C(=O)N1CCC(CC1)O (3-chloro-4-(4-(2-(tetrahydrofuran-2-yl)pyridin-4-yl)thiophen-2-yl)phenyl)(4-hydroxypiperidin-1-yl)methanone